3,3,3-trifluoro-2-(1H-indol-3-yl)propionic acid FC(C(C(=O)O)C1=CNC2=CC=CC=C12)(F)F